The molecule is a lathyrane diterpenoid isolated from the roots of Euphorbia micractina. It is a cinnamate ester and a lathyrane diterpenoid. C[C@H]1C[C@]2([C@H]([C@H]1OC(=C)C)[C@H](/C(=C\\C[C@H]3[C@H](C3(C)C)/C=C(/C2=O)\\C)/C)OC(=C)C)OC(=O)/C=C/C4=CC=CC=C4